OC(C=C=C)[C@@H]1[C@]2(C)[C@@H](CC1)[C@@H]1CC[C@H]3C[C@@H](CC[C@]3(C)[C@H]1CC2)O (20R)-17beta-(1-hydroxy-2,3-butadienyl)-5alpha-androstane-3alpha-ol